ClC1=C(C(=CC=C1)C#C)NC(=O)C=1C(=NC(=NC1)NC1=CC(=C(C=C1)C1CCN(CC1)C)C)OC N-(2-chloro-6-ethynylphenyl)-4-methoxy-2-((3-methyl-4-(1-methylpiperidin-4-yl)phenyl)amino)pyrimidine-5-carboxamide